(R)-dimethyl (E)-5-(1-benzyl-1H-naphtho[1,8-de][1,3,2]diazaborinin-2(3H)-yl)-4,7-dimethyl-6-styryl-1,3-dihydro-2H-indene-2,2-dicarboxylate C(C1=CC=CC=C1)N1B(NC2=C3C1=CC=CC3=CC=C2)C=2C(=C3CC(CC3=C(C2\C=C\C2=CC=CC=C2)C)(C(=O)OC)C(=O)OC)C